C(C1=CC=CC=C1)OC=1C(=C(NC2=CC(=C(C=C2)F)C)C=CC1)Br 3-benzyloxy-2-bromo-N-(4-fluoro-3-methyl-phenyl)aniline